C(C)(C)(C)OC(=O)N1CCC(CC1)(C)C1=CC=C(C=C1)Br 4-(4-bromophenyl)-4-methylpiperidine-1-carboxylic acid tert-butyl ester